2-[(2S)-2-methylpiperazin-1-yl]pyrimidine-5-carbonitrile C[C@@H]1N(CCNC1)C1=NC=C(C=N1)C#N